C(CCCCCCCCCCCCCCCCCC=CCCCCCCCCC)(=O)O 19-Nonacosenoic acid